OC1=C(C(=O)C2=CC=CC=C2)C=CC(=C1)OCCCCCCCC 2-hydroxyl-4-n-octoxybenzophenone